ClC1=C(C(=O)NC2=C3C=NN(C3=CC=C2)C=2C=NC(=CC2)C(F)(F)F)C=C(C=C1)CNC(=O)C1(CC1)O 2-chloro-5-({[(1-hydroxycyclopropyl)carbonyl]amino}methyl)-N-{1-[6-(trifluoromethyl)pyridin-3-yl]-1H-indazole-4-yl}benzamide